COC1=C(C=C(C(=C1)[N+](=O)[O-])[N+](=O)[O-])OC 1,2-dimethoxy-4,5-dinitrobenzene